sodium selenite [Se](=O)([O-])[O-].[Na+].[Na+]